N-((4-(5-(trifluoromethyl)pyridin-2-yl)-4,5,6,7-tetrahydropyrazolo[1,5-a]pyrimidin-6-yl)methyl)acrylamide FC(C=1C=CC(=NC1)N1C=2N(CC(C1)CNC(C=C)=O)N=CC2)(F)F